3-azabicyclo[3.1.0]hexane-3-sulfonyl chloride C12CN(CC2C1)S(=O)(=O)Cl